(S)-4-(Pyrazin-2-yl)-N-(pyrrolidin-3-yl)-3,4-dihydroquinoxaline-1(2H)-carboxamide N1=C(C=NC=C1)N1CCN(C2=CC=CC=C12)C(=O)N[C@@H]1CNCC1